6,6-dimethyl-4,5-dihydro-1,3-thiazine CC1(CCN=CS1)C